3-(6-bromo-4-fluoro-1-oxoisoindolin-2-yl)piperidine-2,6-dione BrC1=CC(=C2CN(C(C2=C1)=O)C1C(NC(CC1)=O)=O)F